ClC=1C(=CC=NC1)F 5-chloro-4-fluoropyridin